C1(CC1)C=1SC2=C(N(C(N=C2N(C)C)=O)C2=CC(=CC=C2)C=2C=NN(C2)C2CC2)N1 2-cyclopropyl-4-[3-(1-cyclopropylpyrazol-4-yl)phenyl]-7-(dimethylamino)-[1,3]thiazolo[4,5-d]pyrimidin-5-one